1-methyl-3-(4-methylthiazol-2-yl)urea CNC(=O)NC=1SC=C(N1)C